BrC1=NC(=NS1)C1CC1 5-bromo-3-cyclopropyl-1,2,4-thiadiazole